(3S,4R)-3-fluoro-1-[4-({8-[3-(methanesulfonyl-methyl)azetidin-1-yl]-5-(propan-2-yl)-2,7-naphthyridin-3-yl}amino)pyrimidin-2-yl]-3-methyl-piperidin-4-ol F[C@]1(CN(CC[C@H]1O)C1=NC=CC(=N1)NC=1N=CC2=C(N=CC(=C2C1)C(C)C)N1CC(C1)CS(=O)(=O)C)C